2,5-dimethylisoxazole-4-boronic acid CN1OC(=C(C1)B(O)O)C